FC1=C(C(=CC=C1)C)N1CCC(CC1)C1=CC=2N=CN=C(C2N(C1=O)CC1=NC=CN=C1C(F)(F)F)OC 7-(1-(2-fluoro-6-methylphenyl)piperidin-4-yl)-4-methoxy-5-((3-(trifluoromethyl)pyrazin-2-yl)methyl)pyrido[3,2-d]pyrimidin-6(5H)-one